(4-(6-(6-aminopyridin-3-yl)-2,6-diazaspiro[3.3]heptan-2-yl)phenyl)methanol NC1=CC=C(C=N1)N1CC2(CN(C2)C2=CC=C(C=C2)CO)C1